N-[2-(2-Hydroxyethylsulfanyl)ethyl]carbamic acid tert-butyl ester C(C)(C)(C)OC(NCCSCCO)=O